ClC1=C(C(=C(C=C1)OP(OC1=C(C(=C(C=C1)Cl)Cl)Cl)(=O)Cl)Cl)Cl bis(trichlorophenyl)phosphorochloridate